BrC1=C2C=CC=CC2=C(C=C1)Br 5,8-Dibromonaphthalene